(5S)-2-(4,4-difluorocyclohexane-1-carbonyl)-9,9-dimethyl-8-oxo-2-azaspiro[4.5]dec-6-ene-7-carbonitrile FC1(CCC(CC1)C(=O)N1C[C@@]2(CC1)C=C(C(C(C2)(C)C)=O)C#N)F